2-methoxy-1-methyl-7-(trifluoromethyl)-6-[1-(3,3,3-trifluoropropyl)-1H-pyrazol-4-yl]-1H,5H-imidazo[1,2-a]pyrimidin-5-one COC=1N(C=2N(C(C(=C(N2)C(F)(F)F)C=2C=NN(C2)CCC(F)(F)F)=O)C1)C